(R)-N-(1-(3-amino-5-(trifluoromethyl)phenyl)ethyl)-6-(3-cyclopropoxypropoxy)-7-methoxy-2-methyl-quinazolin-4-amine NC=1C=C(C=C(C1)C(F)(F)F)[C@@H](C)NC1=NC(=NC2=CC(=C(C=C12)OCCCOC1CC1)OC)C